alpha-aminobutyrate NC(C(=O)[O-])CC